N-[2-(o-methoxyphenylsulfonyloxy)phenyl]-N'-[3-(o-methoxyphenylsulfonyloxy)phenyl]urea COC1=C(C=CC=C1)S(=O)(=O)OC1=C(C=CC=C1)NC(=O)NC1=CC(=CC=C1)OS(=O)(=O)C1=C(C=CC=C1)OC